C1(CC1)C(=O)NC=1C=C2C(=CN=C(C2=CN1)NC)C=1OC2=C(N1)C=CC=C2 2-(6-(cyclopropanecarboxamido)-1-(methylamino)-2,7-naphthyridin-4-yl)benzo[d]oxazol